2-(2-Hydroxyphenyl)-5-phenylbenzene-1,3-diol OC1=C(C=CC=C1)C1=C(C=C(C=C1O)C1=CC=CC=C1)O